cholesterol 3-sulfate sodium salt [Na+].S(=O)(=O)([O-])O[C@@H]1CC2=CC[C@H]3[C@@H]4CC[C@H]([C@@H](CCCC(C)C)C)[C@]4(CC[C@@H]3[C@]2(CC1)C)C